fumaric acid disodium [Na].[Na].C(\C=C\C(=O)O)(=O)O